N-(4-methylbenzyl)-N-(1-phenethylpiperidin-4-yl)-2-furoamide CC1=CC=C(CN(C(=O)C=2OC=CC2)C2CCN(CC2)CCC2=CC=CC=C2)C=C1